OC[C@H](C[C@H]1C(NCCC1)=O)NC(=O)C1N(CC2C1CCC2)C(=O)C=2NC1=CC=CC=C1C2 N-((S)-1-hydroxy-3-((S)-2-oxopiperidin-3-yl)propan-2-yl)-2-(1H-indole-2-carbonyl)octahydrocyclopenta[c]pyrrole-1-carboxamide